6-fluoronaphthalen-2-ol 2,2,2-trifluoroacetate formate C(=O)O.FC(C(=O)O)(F)F.FC=1C=C2C=CC(=CC2=CC1)O